ClC=1C=CC2=C([C@@H](C[C@@H](O2)C(=O)NC23CC(C2)(C3)N3C=C(C=C3)C=3C=NC(=CC3)C(F)(F)F)O)C1 (2R,4R)-6-chloro-4-hydroxy-N-(3-{3-[6-(trifluoromethyl)pyridin-3-yl]-1H-pyrrol-1-yl}bicyclo[1.1.1]pent-1-yl)-3,4-dihydro-2H-1-benzopyran-2-carboxamide